NC=1N=CC(=NC1Cl)C#CC=1C=C(C(=O)NC2=CC(=CC(=C2)C(F)(F)F)N2C=NC(=C2)C)C=CC1C 3-((5-amino-6-chloropyrazin-2-yl)ethynyl)-4-methyl-N-(3-(4-methyl-1H-imidazol-1-yl)-5-(trifluoromethyl)phenyl)benzamide